4-((S)-4-acryloyl-2-methylpiperazin-1-yl)-7-(2-chloro-6-fluorophenyl)-6-fluoro-1-(4-isopropyl-2-(methylsulfonyl)pyridin-3-yl)pyridino[2,3-d]pyrimidin-2(1H)-one C(C=C)(=O)N1C[C@@H](N(CC1)C=1C2=C(N(C(N1)=O)C=1C(=NC=CC1C(C)C)S(=O)(=O)C)N=C(C(=C2)F)C2=C(C=CC=C2F)Cl)C